10h,10'h-9,9'-spirobiacridine C1=CC=CC=2NC3=CC=CC=C3C3(C12)C1=CC=CC=C1NC=1C=CC=CC13